N-(3-Hydroxypropyl)-2-(4-methylpiperazin-1-yl)-5-({7-oxo-5-[2-(triisopropylsilyl)ethynyl]-8H-pyrido[2,3-d]pyrimidin-2-yl}amino)benzamide OCCCNC(C1=C(C=CC(=C1)NC=1N=CC2=C(N1)NC(C=C2C#C[Si](C(C)C)(C(C)C)C(C)C)=O)N2CCN(CC2)C)=O